N-(4-(1-(2-hydroxyethyl)-1H-pyrazol-4-yl)quinolin-8-yl)-4-isopropoxybenzamide OCCN1N=CC(=C1)C1=CC=NC2=C(C=CC=C12)NC(C1=CC=C(C=C1)OC(C)C)=O